C(C)(=O)OCCCCCCN(C1=CC=C(C=C1)/N=N/C=1SC2=C(N1)C=CC(=C2)C(=O)OCC)C Ethyl 2-[(E)-(4-[(6-acetyloxyhexyl)(methyl)amino]phenyl)diazenyl]-1,3-benzothiazole-6-carboxylate